(S)-4-chloro-10-(3-(methoxymethyl)piperazin-1-yl)-7,7-dimethylindolo[1,2-a]quinazolin-5(7H)-one ClC=1C=2C(N=C3N(C2C=CC1)C1=CC(=CC=C1C3(C)C)N3C[C@H](NCC3)COC)=O